FC=1C=C(C=CC1[N+](=O)[O-])S(=O)(=O)N1CCC(CC1)CN1CCC(CC1)C1=CC=C2C(=NN(C2=C1)C)N1C(NC(CC1)=O)=O 1-(6-(1-((1-((3-fluoro-4-nitrophenyl)sulfonyl)piperidin-4-yl)methyl)-piperidin-4-yl)-1-methyl-1H-indazol-3-yl)dihydropyrimidine-2,4(1H,3H)-dione